bis(2,4-di-t-butyl-6-methylphenyl) phosphite P(OC1=C(C=C(C=C1C)C(C)(C)C)C(C)(C)C)(OC1=C(C=C(C=C1C)C(C)(C)C)C(C)(C)C)[O-]